COC1=C(C=CC(=C1)C1=CC=NN1C)NC=1N=CC2=C(N1)C(=NC(=C2)C)NCC(C)(C)C N2-(2-methoxy-4-(1-methyl-1H-pyrazol-5-yl)phenyl)-6-methyl-N8-neopentylpyrido[3,4-d]pyrimidine-2,8-diamine